C(C1=CC=CC=C1)OC(=O)N[C@H]1CC(CN(C1)C)C(=O)O (5S)-5-(((benzyloxy)carbonyl)amino)-1-methylpiperidine-3-carboxylic acid